FC(C1=CC=C2C(=CC=NC2=C1)SCC1CCNCC1)(F)F 4-(((7-(trifluoromethyl)quinolin-4-yl)thio)methyl)piperidin